C(C1=CC=CC=C1)OC=1C(=CC=C2CN(C(C12)=O)C1C(NC(CC1)=O)=O)F 3-(7-(benzyloxy)-6-fluoro-1-oxoisoindolin-2-yl)piperidine-2,6-dione